NC1=C(C(=NN1C1(CC1)C(F)(F)F)C1=C2C=CNC2=C(C=C1)CNC(C1=C(C=CC(=C1)F)OC)=O)C(=O)N 5-amino-3-(7-((5-fluoro-2-methoxybenzamido)methyl)-1H-indol-4-yl)-1-(1-(trifluoromethyl)cyclopropyl)-1H-pyrazole-4-carboxamide